FC=1C=C(C(=O)O[Li])C=CC1N1CC2CN(CC2C1)C lithio 3-fluoro-4-{5-methyl-octahydropyrrolo[3,4-c]pyrrol-2-yl}benzoate